(R)-4-benzyl-3-((S)-3-cyclohexyl-2-((2-(trimethylsilyl)ethoxy)methyl)propanoyl)oxazolidin-2-one C(C1=CC=CC=C1)[C@H]1N(C(OC1)=O)C([C@@H](CC1CCCCC1)COCC[Si](C)(C)C)=O